(4S,5R)-3-(Imidazo[1,2-a]pyridin-6-yl)-4,5-diphenyloxazolidin-2-on N=1C=CN2C1C=CC(=C2)N2C(O[C@@H]([C@@H]2C2=CC=CC=C2)C2=CC=CC=C2)=O